C1(CCCCC1)NC(C(C)SC1=NC(=NC(=N1)N)N)=O N-cyclohexyl-2-[(4,6-diamino-1,3,5-triazin-2-yl)thio]-propionamide